N-benzoyl-N-(2-chloro-8-iodopyrido[4,3-d]pyrimidin-5-yl)benzamide C(C1=CC=CC=C1)(=O)N(C(C1=CC=CC=C1)=O)C1=NC=C(C=2N=C(N=CC21)Cl)I